BrC1=C2C(=NC(=C1)Cl)C(=NN2COCC[Si](C)(C)C)NC 7-bromo-5-chloro-N-methyl-1-((2-(trimethylsilyl)ethoxy)methyl)-1H-pyrazolo[4,3-b]pyridin-3-amine